methyl (5-(3-(5-(pentan-3-ylcarbamoyl)oxazol-2-yl)phenyl)-1H-pyrazole-3-carbonyl)-L-valinate CCC(CC)NC(=O)C1=CN=C(O1)C=1C=C(C=CC1)C1=CC(=NN1)C(=O)N[C@@H](C(C)C)C(=O)OC